(1R,6S)-2,2-difluoro-6-{[(3S)-1-(2-methylpropyl)pyrrolidin-3-yl]oxy}cyclohexan-1-amine FC1([C@@H]([C@H](CCC1)O[C@@H]1CN(CC1)CC(C)C)N)F